FC(COCC1=C(C=C(C=C1)C)N1/C(/SCC1=O)=N/C(=O)NC1=C(C=C(C=C1)N1N=C(N=C1)C1=CC=C(C=C1)OC(F)(F)F)F)F (Z)-1-(3-(2-((2,2-difluoroethoxy)methyl)-5-methylphenyl)-4-oxothiazolidin-2-ylidene)-3-(2-fluoro-4-(3-(4-(trifluoromethoxy)phenyl)-1H-1,2,4-triazol-1-yl)phenyl)urea